N-[(1S)-1-[(2s,4r)-2-[5-[2-(3-chlorophenyl)ethyl]-1H-imidazol-2-yl]-4-hydroxy-pyrrolidine-1-carbonyl]-2,2-dimethyl-propyl]carbamic acid tert-butyl ester C(C)(C)(C)OC(N[C@@H](C(C)(C)C)C(=O)N1[C@@H](C[C@H](C1)O)C=1NC(=CN1)CCC1=CC(=CC=C1)Cl)=O